benzyl ((S)-1-cyclopropyl-2-(((S)-3-cyclopropyl-1-oxo-1-(((S)-1-oxo-3-((S)-2-oxopyrrolidin-3-yl)propan-2-yl)amino)propan-2-yl)amino)-2-oxoethyl)carbamate C1(CC1)[C@@H](C(=O)N[C@H](C(N[C@H](C=O)C[C@H]1C(NCC1)=O)=O)CC1CC1)NC(OCC1=CC=CC=C1)=O